C(C)(=O)N[C@H]1C(S)O[C@@H]([C@H]([C@@H]1O)O)CO 2-N-acetyl-1-thio-glucosamine